Cl\C=C(\C(F)(F)F)/F Z-1-CHLORo-2,3,3,3-TETRAFLUORoPROPEN